CN(C)CC=1C(=CC2=C(N=C(O2)NC2=NC3=C(N2C)C=CC(=C3)F)C1)OC 5-((dimethylamino)methyl)-N-(5-fluoro-1-methyl-1H-benzo[d]imidazol-2-yl)-6-methoxybenzo[d]oxazol-2-amine